1-{4-[4-(4-Fluoro-phenyl)-thiazol-2-ylamino]-phenyl}-3-(1H-pyrazol-4-ylmethyl)-urea FC1=CC=C(C=C1)C=1N=C(SC1)NC1=CC=C(C=C1)NC(=O)NCC=1C=NNC1